5-amino-3-(4-methoxyphenyl)-1-phenylpyrazole NC1=CC(=NN1C1=CC=CC=C1)C1=CC=C(C=C1)OC